6-(4-{[trans-4-{[4-(pentafluoro-λ6-sulfanyl)phenyl]Amino}cyclohexyl]sulfonyl}phenyl)-[1,2,4]triazolo[4,3-a]pyridine-3-carboxamide FS(C1=CC=C(C=C1)N[C@@H]1CC[C@H](CC1)S(=O)(=O)C1=CC=C(C=C1)C=1C=CC=2N(C1)C(=NN2)C(=O)N)(F)(F)(F)F